Chloroazobenzene ClC1=C(C=CC=C1)N=NC1=CC=CC=C1